ClCC1(COC1)CCl 3,3-dichloromethyloxetane